N1N=C(C=C1)NC1=CC=CC(=N1)C=1C=C(C=CC1)NC(C=C)=O N-(3-(6-(1H-pyrazol-3-ylamino)pyridin-2-yl)phenyl)acrylamide